OC(=O)C(F)(F)F.COC=1C=C(C=CC1OCC1CCN(CC1)CC1CCNCC1)C1=CN(C(C2=CN=CC=C12)=O)C 4-(3-methoxy-4-((1-(piperidin-4-ylmethyl)piperidin-4-yl)methoxy)phenyl)-2-methyl-2,7-naphthyridin-1(2H)-one TFA salt